CSC=1N=CC2=C(C=3N(N(C2=O)C2=C(C=CC=C2Cl)Cl)C=CN3)N1 2-methylthio-6-(2,6-dichlorophenyl)imidazo[1,2-b]Pyrimido[4,5-d]Pyridazin-5(6H)-one